[Si](C)(C)(C(C)(C)C)OC[C@@H](C(=O)OC)NC(=O)C=1N=C(SC1)C=1C=C(C(=O)OCCCC)C=CC1 butyl (S)-3-(4-((3-((tert-butyl dimethyl silyl)oxy)-1-methoxy-1-oxopropan-2-yl)carbamoyl)thiazol-2-yl)benzoate